N-[3-[2-(difluoromethoxy)-5-(1H-imidazol-4-ylsulfanyl)phenyl]-1-methyl-pyrazol-4-yl]pyrazolo[1,5-a]pyrimidine-3-carboxamide FC(OC1=C(C=C(C=C1)SC=1N=CNC1)C1=NN(C=C1NC(=O)C=1C=NN2C1N=CC=C2)C)F